[Si].C(=C)[Si](OCC)(OCC)OCC vinyltriethoxysilane silicon